FC1=C(C(=O)N[C@H](C(=O)O)CC2=CC=C(C=C2)N2C(N(C3=C(C2=O)CCOC3)C)=O)C(=CC(=C1)N1[C@H](COCC1)C(F)(F)F)F (S)-2-(2,6-difluoro-4-((R)-3-(trifluoromethyl)morpholino)benzamido)-3-(4-(1-methyl-2,4-dioxo-1,2,4,5,6,8-hexahydro-3H-pyrano[3,4-d]pyrimidin-3-yl)phenyl)propanoic acid